FC1(CNCC(C1O)F)C 3,5-difluoro-3-methylpiperidin-4-ol